N(=C=O)C1C2C(CC(C1)C2)N=C=O 2,6-diisocyanato-norbornane